10-oxo-5,10-dihydro-6H-pyrido[1,2-h][1,7]naphthyridine O=C1C=C2N(CCC=3C=CC=NC23)C=C1